N-butyl-N2-{2-[4-(methylsulfonyl)phenyl][1,2,4]triazolo[1,5-c]quinazolin-5-yl}glycinamide C(CCC)NC(CNC1=NC=2C=CC=CC2C=2N1N=C(N2)C2=CC=C(C=C2)S(=O)(=O)C)=O